P(=O)(O)(O)C(CCOCCOCCOCCOC1=CC=C(C=2OC3=CC(=CC(=C3C(C2)=O)O)O)C=C1)P(=O)(O)O 4'-(12,12-bisphosphono-3,6,9-trioxadodecanoxy)-7,5-dihydroxyflavone